FC(C(O)C1=CC=C(C(=C1)C1=CC=CC=C1)O)F 5-(2,2-difluoro-1-hydroxyethyl)-[1,1'-biphenyl]-2-ol